CN(C=1C=2C=CC=CC2CC2=C3C(C=CC12)=CC=NO3)C L-7-dimethylamino-1,2-benzophenoxazine